FC(C)(F)C1=NC(=CC(=N1)NC1=CC(=NC=C1C1=NC=C(N=C1)N(C)C)NC(C)=O)C N-(4-((2-(1,1-difluoroethyl)-6-methylpyrimidin-4-yl)amino)-5-(5-(dimethylamino)pyrazin-2-yl)pyridin-2-yl)acetamide